(R)-2-(1-(3-fluoro-4-methylphenyl)-3,3-dimethylbutyl)pyridine FC=1C=C(C=CC1C)[C@@H](CC(C)(C)C)C1=NC=CC=C1